FC1=CC=C(C=C1)C(CCCC(=O)N1C(OCC1C1=CC=CC=C1)=O)=O 1-(4-fluorophenyl)-5-(2-oxo-4-phenyloxazolidin-3-yl)pentane-1,5-dione